FC(C(=O)O)(F)F.FC(C(=O)O)(F)F.FC(C(=O)O)(F)F.ClC=1C=C2C(CN(CC2=C(C1)Cl)C)C1=CC=C(C=C1)S(=O)(=O)NCCOCCC1=C(C(=O)N)C=CC=C1C(=O)N 2-(2-(2-(4-(6,8-dichloro-2-methyl-1,2,3,4-tetrahydroisoquinolin-4-yl)phenylsulfonylamino)ethoxy)ethyl)isophthalamide tris(2,2,2-trifluoroacetate)